3-(5-(Piperazin-1-yl)-1H-indazol-1-yl)piperidine-2,6-dione N1(CCNCC1)C=1C=C2C=NN(C2=CC1)C1C(NC(CC1)=O)=O